(3E)-5-ethylnon-3,5-dien-2-one C(C)C(/C=C/C(C)=O)=CCCC